C(=O)(O)C12CC(C1)(C2)C2=CC=C(OCC1(CN(CC1)C(C1=CC=C(C=C1)OC)=O)C(=O)O)C=C2 3-((4-(3-carboxybicyclo[1.1.1]pentan-1-yl)phenoxy)methyl)-1-(4-methoxybenzoyl)pyrrolidine-3-carboxylic acid